N(=[N+]=[N-])S(=O)(=O)[N+]=1CN=CC1.S([O-])([O-])(=O)=O.N(=[N+]=[N-])S(=O)(=O)[N+]=1CN=CC1 sulfuric acid, 1-(azidosulfonyl)-2H-imidazol-1-ium salt